C(C=C)(=O)N1C[C@H]2C=3C(=NN(C3CCN2C(=O)OC(C)(C)C)C2=CC=C(C=C2)C(C)C)OCC1 |r| tert-butyl (rac)-7-acryloyl-2-(4-isopropylphenyl)-2,3,4,5a,6,7,8,9-octahydro-5H-10-oxa-1,2,5,7-tetraazacycloocta[cd]indene-5-carboxylate